C1C2NC=3C=CC=CC3C21 1,1a,2,6b-tetrahydrocyclopropa[b]indole